2-chloro-4-(4-fluorophenyl)-5,6,7,8,9,10-hexahydrocycloocta[b]pyridine ClC1=CC(=C2C(=N1)CCCCCC2)C2=CC=C(C=C2)F